C1(CC1)N1CCN(CCC1)C1CCN(CC1)C1=C(C=C(C(=C1)OC)NC1=NC=NC(=C1)N1OCC[C@@H]1C1=CC(=CC=C1)OC1=CC=CC=C1)NC(C=C)=O (R)-N-(2-(4-(4-cyclopropyl-1,4-diazepan-1-yl)piperidin-1-yl)-4-methoxy-5-((6-(3-(3-phenoxyphenyl)isooxazolidin-2-yl)pyrimidin-4-yl)amino)phenyl)acrylamide